FC=1C=C(CN2N=CC(=C2)C2=NC=3N=C(N(C(C3N2)=O)CCC)C#N)C=CC1C(F)(F)F 8-[1-(3-Fluoro-4-trifluoromethyl-benzyl)-1H-pyrazol-4-yl]-6-oxo-1-propyl-6,7-dihydro-1H-purine-2-carbonitrile